2-isopropyl-1-(7-oxo-6,8-dihydro-5H-1,8-naphthyridin-3-yl)benzimidazole-5-carboxylic acid C(C)(C)C1=NC2=C(N1C=1C=NC=3NC(CCC3C1)=O)C=CC(=C2)C(=O)O